FC(S(=O)(=O)[O-])(F)F.C(CCC)N1C=[N+](C=C1)C 1-1-Butyl-3-methylimidazolium trifluoromethanesulfonate